4-(2-(4-(2-(2,6-dioxopiperidin-3-yl)-1,3-dioxoisoindolin-5-yl)piperazin-1-yl)ethyl)piperazine O=C1NC(CCC1N1C(C2=CC=C(C=C2C1=O)N1CCN(CC1)CCN1CCNCC1)=O)=O